3-((4-oxo-3,4-dihydroquinazolin-2-yl)methyl)piperidine-1-carboxylic acid tert-butyl ester C(C)(C)(C)OC(=O)N1CC(CCC1)CC1=NC2=CC=CC=C2C(N1)=O